C[C@@H]1COCCN1C1=CC=C(N)C=C1 (R)-4-(3-METHYLMORPHOLINO)ANILINE